N1C=C(C2=CC=CC=C12)NC(=O)NC1=CC2=C(SCCN2C2=NC=CC=C2)C=C1 1-(1H-indol-3-yl)-3-(4-(pyridin-2-yl)-3,4-dihydro-2H-benzo[b][1,4]thiazin-6-yl)urea